FC1=C(OC=2C=CC(=NC2)NC(C(C)C2CCN(CC2)C(C(F)(F)F)=O)=O)C=CC(=C1)F N-(5-(2,4-difluorophenoxy)pyridin-2-yl)-2-(1-(2,2,2-trifluoroacetyl)piperidin-4-yl)propanamide